FC(CO)(C1=C(C(=CC=C1)[C@@H](C)NC1=NC(=NC2=C3C(=C(C=C12)N1C[C@@H](OCC1)CO)CCC3)C)F)F 2,2-difluoro-2-(2-fluoro-3-((R)-1-((6-((R)-2-(hydroxymethyl)morpholino)-2-methyl-8,9-dihydro-7H-cyclopenta[h]quinazolin-4-yl)amino)ethyl)phenyl)ethan-1-ol